C(C)N1C(CC1)C(=O)NCC=1SC(=CC1)C(CSC1=NC(=NC2=CC=C(C=C12)OC)C)=O 1-ethyl-N-((5-(2-((6-methoxy-2-methylquinazolin-4-yl)thio)acetyl)thiophen-2-yl)methyl)azetidine-2-carboxamide